phenol fumarate C(\C=C\C(=O)O)(=O)O.C1(=CC=CC=C1)O